C1=C(C=C(C(=C1O)O)O)C(=O)O[C@@H]2[C@H](O[C@@H]([C@@H]([C@H]2OC(=O)C3=CC(=C(C(=C3)O)O)O)OC(=O)C4=CC(=C(C(=C4)O)O)O)OC(=O)C5=CC(=C(C(=C5)O)O)O)CO The molecule is a gallate ester that is the tetraester obtained by the formal condensation of hydroxy groups at positions 1, 2, 3 and 4 of alpha-D-glucose with the carboxy group of four molecules of gallic acid respectively. It has a role as a plant metabolite. It is a galloyl alpha-D-glucose and a gallate ester.